C(C)(C)(C)OC(=O)N[C@H]1C[C@H](CC[C@@H]2N(C1=O)[C@@H](CC2)C(=O)OC)O Methyl (3S,6S,8S,10aR)-6-{[(tert-butoxy)carbonyl]amino}-8-hydroxy-5-oxo-decahydropyrrolo[1,2-a]azocine-3-carboxylate